(4S)-N-((R and S)-(3-chloro-4-fluorophenyl)(trans-4-(trifluoromethyl)cyclohexyl)-methyl)-2-oxoimidazolidine-4-carboxamide ClC=1C=C(C=CC1F)[C@H](NC(=O)[C@H]1NC(NC1)=O)[C@@H]1CC[C@H](CC1)C(F)(F)F |&1:8|